C=12CCCCC2=CC=CC1 bicyclo[4.4.0]deca-1(10),6,8-triene